3-(5-(3,3-Difluoropiperidin-4-yl)-6-fluoro-3-methyl-2-oxo-2,3-dihydro-1H-benzo[d]-imidazol-1-yl)piperidine-2,6-dione FC1(CNCCC1C1=CC2=C(N(C(N2C)=O)C2C(NC(CC2)=O)=O)C=C1F)F